CC1(CC2(CCC1)OC=1C=C(C=CC1C=1N=C(SC12)NC(=O)C=1C(=NC=NC1OC)OC)C(F)(F)F)C N-(3',3'-dimethyl-7-(trifluoromethyl)spiro[chromeno[4,3-d]thiazole-4,1'-cyclohexan]-2-yl)-4,6-dimethoxypyrimidine-5-carboxamide